5,8-dimethylenenaphthalenediol C=C1C2=CC=C(C(=C2C(C=C1)=C)O)O